NC1=C(C(=O)NC2CN(CCC2)C)C=C(C=C1OC)C=1C=CC2=C(C=3CN(C(C3C=C2)=O)CC(=C)C(N)=O)C1 2-amino-5-[2-(2-carbamoyl-2-methylideneethyl)-3-oxo-1H,2H,3H-benzo[e]isoindol-8-yl]-3-methoxy-N-(1-methylpiperidin-3-yl)benzamide